C1(CC1)N1N=CC(=C1)[C@H]1CN(C[C@H](O1)C)C1=NC2=NC(=C(N=C2C(=N1)C1=CC(=NO1)C)C)C (2S,6R)-2-(1-cyclopropylpyrazol-4-yl)-4-[6,7-dimethyl-4-(3-methylisoxazol-5-yl)pteridin-2-yl]-6-methyl-morpholine